C(C=C)C1=C(C=CC=C1)C#N 2-(2-propenyl)cyanobenzene